(R)-3-(4-chlorophenyl)-N-((4,4-difluoropiperidin-1-yl)sulfonyl)-4-phenyl-4,5-dihydro-1H-pyrazole-1-carboxamide ClC1=CC=C(C=C1)C1=NN(C[C@H]1C1=CC=CC=C1)C(=O)NS(=O)(=O)N1CCC(CC1)(F)F